6-(3-((1-cyclopropyl-1H-pyrazol-4-yl)oxy)azetidin-1-yl)-3-methyl-8-(1-methyl-6-oxo-1,6-dihydropyridin-3-yl)-2-(trifluoromethyl)pyrimido[5,4-d]pyrimidin-4(3H)-one C1(CC1)N1N=CC(=C1)OC1CN(C1)C=1N=C(C=2N=C(N(C(C2N1)=O)C)C(F)(F)F)C1=CN(C(C=C1)=O)C